C(C)(C)(C)OC(=O)N1[C@@H](CC(C1)=O)C(=O)O 1-(tert-butoxycarbonyl)-4-oxo-L-proline